(S)-4-fluoro-N-methyl-N-(1-(1-oxo-1,2-dihydroisoquinolin-4-yl)ethyl)-1H-indole-2-carboxamide FC1=C2C=C(NC2=CC=C1)C(=O)N([C@@H](C)C1=CNC(C2=CC=CC=C12)=O)C